CCCCOC(=O)C(=C)CO butyl α-hydroxymethyl acrylate